N1(CCCC1)C(C(=O)NC=1N=CC2=CC=C(C=C2C1)C1=CN=CS1)C 2-(pyrrolidin-1-yl)-N-(6-(thiazol-5-yl)isoquinolin-3-yl)propionamide